FC1=CC=C(OC2CC(C2)C(=O)NC2=CC(=C(C=C2)OC=2OC=CN2)C)C=C1 3-(4-fluorophenoxy)-N-(3-methyl-4-(oxazol-2-yloxy)phenyl)cyclobutane-1-carboxamide